Cl.C1(CC1)O[C@@H]1CC[C@H](CC1)NC trans-4-cyclopropoxy-N-methylcyclohexan-1-amine hydrochloride